3-[4-(8-azabicyclo[3.2.1]octan-3-yl)-3-methyl-2-oxo-benzimidazol-1-yl]piperidine-2,6-dione C12CC(CC(CC1)N2)C2=CC=CC=1N(C(N(C12)C)=O)C1C(NC(CC1)=O)=O